3-epoxycyclopentyl-cyclopentane C12(C(CCC1)O2)C2CCCC2